OC1=C(C(=O)OC)C=CC(=C1)I methyl 2-hydroxy-4-iodo-benzoate